(4-(1-benzyl-6-methyl-1H-benzo[d]imidazol-2-yl)phenyl)-2-(4-(ethylsulfonyl)phenyl)acetamide C(C1=CC=CC=C1)N1C(=NC2=C1C=C(C=C2)C)C2=CC=C(C=C2)C(C(=O)N)C2=CC=C(C=C2)S(=O)(=O)CC